2-[(1S,2S)-2-(methoxymethyl)cyclohexyl]quinoline-6-carbaldehyde COC[C@@H]1[C@H](CCCC1)C1=NC2=CC=C(C=C2C=C1)C=O